[Fe].[Cu].[Mn] manganese-copper-iron